ditrihydroxypropane tetraacrylate C(C=C)(=O)O.C(C=C)(=O)O.C(C=C)(=O)O.C(C=C)(=O)O.OC(CC)(O)O.OC(CC)(O)O